N[C@H](C(=O)O)CCCNC(=N)N.ClC=1C(=CC2=C(N(C(O2)=O)CCC(=O)O)C1)O[C@H](C)C1=NC=CC=C1 (R)-3-(5-chloro-2-oxo-6-(1-(pyridin-2-yl)ethoxy)benzo[d]oxazol-3(2H)-yl)propanoic acid compound with (S)-2-amino-5-guanidino-pentanoic acid